2-[[4-[4-hydroxy-1-piperidinyl]-6-methyl-6-[[(3,4,5-trimethoxyphenyl)methyl]amino]-2-pyrimidinyl]amino]-4-methyl-5-thiazolecarboxylic acid, ethyl ester OC1CCN(CC1)C=1N=C(NC(C1)(NCC1=CC(=C(C(=C1)OC)OC)OC)C)NC=1SC(=C(N1)C)C(=O)OCC